N1=C2C(=CC=C1)CN(C2)C2=C(C=C1C(C(=CN(C1=C2)C=2C=NC(=CC2C)NC)C(=O)O)=O)F 7-(5,7-dihydro-6H-pyrrolo[3,4-b]pyridin-6-yl)-6-fluoro-1-(4-methyl-6-(methylamino)pyridin-3-yl)-4-oxo-1,4-dihydroquinoline-3-carboxylic acid